ClC1=C(C=CC=C1)C1=C(C(=CC=C1)OCCN1CCCCC1)C 2-chloro-2'-methyl-3'-(2-(piperidin-1-yl)ethoxy)-[1,1'-biphenyl]